C[C@H]1C=2C(=CC=NC2[C@@H](CC1)O)O (5R,8R)-5-methyl-5,6,7,8-tetrahydroquinoline-4,8-diol